(1R,3S,5S)-3-((7-chloro-3-(methylthio)-1,6-naphthyridin-5-yl)amino)-8-azabicyclo[3.2.1]octane-8-carboxylic acid tert-butyl ester C(C)(C)(C)OC(=O)N1[C@H]2CC(C[C@@H]1CC2)NC2=C1C=C(C=NC1=CC(=N2)Cl)SC